C(C)C=1C=C2CN(C(C2=CC1CC1=CC=C(C=C1)N1N=CC=C1)=O)[C@H]1COCC[C@@H]1O 5-ethyl-2-[(3S,4S)-4-hydroxytetrahydro-2H-pyran-3-yl]-6-[4-(1H-pyrazol-1-yl)benzyl]-2,3-dihydro-1H-isoindol-1-one